C1(CCC2=CC=CC=C12)C(=O)O 2,3-Dihydro-1H-indene-1-carboxylic acid